4-amino-5-chloro-N-(1-(3-(cyclopentyloxy)propyl)piperidin-4-yl)-2-methoxybenzamide NC1=CC(=C(C(=O)NC2CCN(CC2)CCCOC2CCCC2)C=C1Cl)OC